CC(CCCCCCCCCC)N 2-dodecylamine